C(#N)CCOCCOCCOCCC#N diethyleneglycol bis(2-cyanoethyl) ether